N1=CC=CC2=CC(=CC=C12)N1C=C2C(N=C(N=C2)NCC(F)(F)F)=CC1=O 6-(quinolin-6-yl)-2-((2,2,2-trifluoroethyl)amino)pyrido[4,3-d]pyrimidin-7(6H)-one